[F-].[Li+].[Pb+2].[F-].[F-] lead-lithium fluoride